di-n-propyl 1-pentenylphosphonate C(=CCCC)P(OCCC)(OCCC)=O